ClC=1C=C2C(C(NC2=CC1)=O)=NN=C1SCC(N1C1=C(C=CC=C1OC)OC)=O 5-chloro-3-(2-(3-(2,6-dimethoxyphenyl)-4-oxothiazolidin-2-ylidene)hydrazono)indol-2-one